(R)-N-cyano-2-(2-hydroxypropan-2-yl)-N'-((2,4,5,6-tetrahydro-1H-cyclobuta[f]inden-3-yl)carbamoyl)thiazole-5-sulfonimidamide C(#N)N[S@](=O)(=NC(NC1=C2C(=CC=3CCCC13)CC2)=O)C2=CN=C(S2)C(C)(C)O